5-fluoro-2-(piperazin-1-ylmethyl)phenol FC=1C=CC(=C(C1)O)CN1CCNCC1